CC1=C(C(=CC=C1)C)C1=NC=2NS(C3=CC=CC(C(N4CCNC[C@H](OC(=C1)N2)[C@H]4CC(C)C)=O)=C3)(=O)=O (16S,21R)-12-(2,6-Dimethylphenyl)-21-(2-methylpropyl)-15-oxa-8λ6-thia-1,9,11,18,22-pentaazatetracyclo[14.4.1.13,7.110,14]tricosa-3(23),4,6,10(22),11,13-hexaene-2,8,8-trione